FC=1C(=NC=C(C1N)[N+](=O)[O-])C1(CC1)C 3-fluoro-2-(1-methylcyclopropyl)-5-nitropyridin-4-amine